C(CCCCCCCCCCCCCCCCC)(=O)O.N(CCO)CCO diethanolamine stearate